N-(benzylsulfonyl)-4-(2,6-dimethoxyphenyl)-5-(6-ethoxypyridin-2-yl)-4H-1,2,4-triazole-3-carboxamide C(C1=CC=CC=C1)S(=O)(=O)NC(=O)C1=NN=C(N1C1=C(C=CC=C1OC)OC)C1=NC(=CC=C1)OCC